C(CCC(=O)O)(=O)O.C1(CCC(N1)=O)=O.C1(CCC(N1)=O)=O bissuccinimide succinate